(S)-3-(3-Bromo-4-cyano-1H-pyrazol-1-yl)-N-(6-cyano-5-(trifluoromethyl)pyridin-3-yl)-2-hydroxy-2-methylpropanamide BrC1=NN(C=C1C#N)C[C@](C(=O)NC=1C=NC(=C(C1)C(F)(F)F)C#N)(C)O